COCCOC=1C=C(C=CC1)C1C(C(NCC1)C)C(=O)OCC (+/-)-ethyl (cis,cis)-4-[3-(2-methoxy ethoxy)phenyl]-2-methylpiperidine-3-carboxylate